C(C)N1C[C@H](NCC1)C (R)-4-ethyl-2-methylpiperazin